C1=NC=CC2=CC(=CC=C12)CC=O 2-(ISOQUINOLIN-6-YL)ACETALDEHYDE